C(C)(C)(C)OC(=O)NC=1C=C(C=CC1)NC(=O)C1=CC=C(C(=O)OCC)C=C1 ethyl 4-((3-((tert-butoxycarbonyl)amino)phenyl)carbamoyl)benzoate